C(C)/C(/CCC(CCO)C)=C\C (E)-6-ethyl-3-methyloctan-6-en-1-ol